C(=C)C1=CC=C(OCC2OC2)C=C1 2-(4-ethenylphenoxymethyl)oxirane